CS(=O)(=O)N1CC(N(CC1)C1=CC(=CC(N1)=O)C1=C2C(=NC=C1)NN=C2)C(F)(F)F 6-[4-methanesulfonyl-2-(trifluoromethyl)piperazin-1-yl]-4-(1H-pyrazolo[3,4-b]pyridin-4-yl)-1H-pyridin-2-one